rac-2-(N-(4-Amino-5-benzoylthiazol-2-yl)-4-methylanilino)propanamid NC=1N=C(SC1C(C1=CC=CC=C1)=O)N(C1=CC=C(C=C1)C)[C@@H](C(=O)N)C |r|